C1(CC1)C1=NN(C=C1C1=NC(=C(C=C1)F)C)CC1C(C1)CNC(OC(C)(C)C)=O tert-butyl ((2-((3-cyclopropyl-4-(5-fluoro-6-methylpyridin-2-yl)-1H-pyrazol-1-yl)methyl)cyclopropyl)methyl)carbamate